C(C)(C)(C)OC(=O)N1CC(N(CC1)C1=CC(=C(C=C1)OC1CC1)[N+](=O)[O-])=O 4-(4-cyclopropoxy-3-nitrophenyl)-3-oxopiperazine-1-carboxylic acid tert-butyl ester